N',N1-dimethyl-N3-(3-(trimethoxysilyl)propyl)propan-1,3-diamine CN(CCCNC)CCC[Si](OC)(OC)OC